CCC(C)CCCCCCCCCCCCCCCCCCCCCCCCCO The molecule is a very long-chain primary fatty alcohol that is octacosan-1-ol substituted by a methyl group at position 26. It derives from an octacosan-1-ol.